C(=O)O.FC1=CC=2N(C=C1NC(=O)N1CCC=3C1=NC=CC3N3C[C@H](NCC3)C)N=CN2 (R)-N-(7-fluoro-[1,2,4]triazolo[1,5-a]pyridin-6-yl)-4-(3-methylpiperazin-1-yl)-2,3-dihydro-1H-pyrrolo[2,3-b]pyridine-1-carboxamide formate